octanoyl-valerolactam C(CCCCCCC)(=O)C1C(=O)NCCC1